BrC(CO)C(C1=CC(=CC=C1)C(F)(F)F)Cl trans-2-Bromo-3-chloro-3-(3-(trifluoromethyl)phenyl)propan-1-ol